dibromobutanedione BrC(C(C(C)=O)=O)Br